BrC=1C=C(C=CC1)NC(OC(C)C)=O isopropyl (3-bromophenyl)carbamate